NC=1C2=C(N=CN1)N(C=C2I)[C@@H]2CC[C@H](CC2)C2OCC(CO2)NC(OC(C)(C)C)=O tert-butyl (2-((trans)-4-(4-amino-5-iodo-7H-pyrrolo[2,3-d]pyrimidin-7-yl)cyclohexyl)-1,3-dioxan-5-yl)carbamate